4-([1,1'-biphenyl]-4-yl)-2-phenyl-6-(3-(4,4,5,5-tetramethyl-1,3,2-dioxaborolan-2-yl)phenyl)pyrimidine C1(=CC=C(C=C1)C1=NC(=NC(=C1)C1=CC(=CC=C1)B1OC(C(O1)(C)C)(C)C)C1=CC=CC=C1)C1=CC=CC=C1